6-(5-bromo-2-{4-[2-(4,4-difluoropiperidin-1-yl)-6-methylpyridin-4-yl]-1H-1,2,3-triazol-1-yl}phenyl)-6-azaspiro[2.5]octane BrC=1C=CC(=C(C1)N1CCC2(CC2)CC1)N1N=NC(=C1)C1=CC(=NC(=C1)C)N1CCC(CC1)(F)F